2-(4-(3-isopropyl-2-(3-methyl-[1,2,3]triazolo[1,5-a]pyridin-5-yl)-1H-indol-5-yl)piperidin-1-yl)-N,N-dimethylacetamide C(C)(C)C1=C(NC2=CC=C(C=C12)C1CCN(CC1)CC(=O)N(C)C)C1=CC=2N(C=C1)N=NC2C